4-[4-fluoro-6-methoxy-5-(2-trimethylsilylethoxymethoxy)benzothiophen-2-yl]-4-oxo-butanoic acid FC1=C(C(=CC2=C1C=C(S2)C(CCC(=O)O)=O)OC)OCOCC[Si](C)(C)C